4-(2-(1-cyano-2-methylpropan-2-yl)-1-(4-fluorophenyl)-5-hydroxy-1H-indol-3-yl)benzoic acid C(#N)CC(C)(C)C=1N(C2=CC=C(C=C2C1C1=CC=C(C(=O)O)C=C1)O)C1=CC=C(C=C1)F